BrC=1C(=C(C(=O)OC)C=C(C1I)F)CBr methyl 3-bromo-2-(bromomethyl)-5-fluoro-4-iodobenzoate